C(C1=CC=CC=C1)[C@@H](C(NCC(NCO[C@@H]1CO[C@H]2[C@@H]1OC[C@@H]2NC(OC(C)(C)C)=O)=O)=O)NC(CNC(CNC(CCN2C(C=CC2=O)=O)=O)=O)=O tert-butyl ((3S,3aR,6R,6aS)-6-(((S)-7-benzyl-17-(2,5-dioxo-2,5-dihydro-1H-pyrrol-1-yl)-3,6,9,12,15-pentaoxo-2,5,8,11,14-pentaazaheptadecyl)oxy)hexahydrofuro[3,2-b]furan-3-yl)carbamate